1-(6-(3-(7-carboxy-7-methyloctyl)phenyl)hexyl)cyclopropane-1-carboxylic acid C(=O)(O)C(CCCCCCC=1C=C(C=CC1)CCCCCCC1(CC1)C(=O)O)(C)C